C(CCCCCC)(=O)OC1=CC=C(C2=CC=CC=C12)OC(CCCCCC)=O 1,4-bis(n-heptanoyloxy)naphthalene